[K+].C(C)(=O)[O-].C(C)(=O)[O-].[K+] Diacetate Potassium Salt